((4-ethyl-piperazin-1-yl)meth-yl)-7'-((2-(methyl-amino)-1H-imidazol-1-yl)methyl)-2',3'-dihydro-1'H-spiro-[cyclopropan-1,4'-isoquinoline]-1'-one C(C)N1CCN(CC1)CN1C(C2=CC(=CC=C2C2(C1)CC2)CN2C(=NC=C2)NC)=O